[W].[Be] Beryllium-tungsten